5-[(1S)-2-benzyloxy-1-methyl-2-oxo-ethoxy]-5-oxo-pentanoic acid C(C1=CC=CC=C1)OC([C@@H](OC(CCCC(=O)O)=O)C)=O